N-{8-(3-chlorophenoxy)-2-methylquinolin-5-yl}acrylamide ClC=1C=C(OC=2C=CC(=C3C=CC(=NC23)C)NC(C=C)=O)C=CC1